5a,6,7,8,9,10-hexa-hydro-5H-4-oxa-3,10a,11,13,14-pentaaza-6,9-methanonaphtho[1,8-ab]heptalen-14-carboxylate C1=C2N=CN=C3C2=C(OCC2C4CCC(CN32)N4C(=O)[O-])N=C1